C(C)(C)(C)C1=NC(=NC(=N1)Cl)C=1C=C(C=CC1)C1=CC(=CC=C1)CCCCCCC1=CC=CC=C1 2-tert-butyl-4-chloro-6-{3'-(6-phenyl-n-hexyl)-1,1'-biphenyl-3-yl}-1,3,5-triazine